O1C(=NC2=C1C=CC=C2)[C@H]2N(C(CC2)=O)C2=C(C(=O)O)C(=CC(=N2)C)C(F)(F)F (S)-2-[2-(benzo[d]oxazol-2-yl)-5-oxopyrrolidin-1-yl]-6-methyl-4-(trifluoromethyl)nicotinic acid